(3S)-4-phenyl-2-butanone C1(=CC=CC=C1)CCC(C)=O